Acrylnitrile C(C=C)#N